ClC=1C(=C(NC2=C(NC3=C2C(NCC3)=O)C3=C(C=NC=C3)OCC3OCC3)C=CC1)CC 3-(3-chloro-2-ethylanilino)-2-(3-{[oxetan-2-yl]methoxy}pyridin-4-yl)-1,5,6,7-tetrahydro-4H-pyrrolo[3,2-c]pyridin-4-one